(S)-1-(Toluene-4-sulfonyl)-pyrrolidine-2-carboxylic acid benzooxazol-5-ylmethyl-(4,4-difluoro-cyclohexyl)-amide O1C=NC2=C1C=CC(=C2)CN(C(=O)[C@H]2N(CCC2)S(=O)(=O)C2=CC=C(C)C=C2)C2CCC(CC2)(F)F